Methyl 2-((2-methoxy-4-(9-methyl-3,9-diazaspiro[5.5]undecan-3-yl)-5-nitrophenyl)amino)-4-(1-methyl-1H-indol-3-yl)pyrimidine-5-carboxylate COC1=C(C=C(C(=C1)N1CCC2(CC1)CCN(CC2)C)[N+](=O)[O-])NC2=NC=C(C(=N2)C2=CN(C1=CC=CC=C21)C)C(=O)OC